FC(C=1C=C(C=C(C1)C(F)(F)F)C1=C(SC=C1)C=O)(F)F 3-(3,5-bis-trifluoromethylphenyl)-thiophene-2-carbaldehyde